C(CCCCCC)C(C(=O)OCC(OC(C(CCCCCCCCC)CCCCCCC)=O)COC(C(CCCCCCCCC)CCCCCCC)=O)CCCCCCCCC glycerol tris(2-heptylundecanoate)